COC1=C(C=CC=C1)[C@H](O)C1=CC=CC=C1 (R)-(2-methoxyphenyl)(phenyl)methanol